[Li+].O=CC(=O)[O-] 2-oxo-acetic acid lithium salt